p-Tyramine C1=CC(=CC=C1CCN)O